[N+](=O)([O-])C=1C=C2C=NN(C2=CC1)CC=1C=NC=CC1 5-Nitro-1-(pyridin-3-ylmethyl)-1H-indazole